(dimethylcarbamoyl)-6,7,8,9-tetrahydropyrazolo[1,5-a][1,4]diazocine-5(4H)-carboxylic acid tert-butyl ester C(C)(C)(C)OC(=O)N1CC=2N(CCCC1)N=C(C2)C(N(C)C)=O